tert-butyl (2S,3S)-3-(((1-(benzyloxy)-3-methyl-1-oxobutan-2-yl)oxy)methyl)-2-((tosyloxy)methyl)pyrrolidine-1-carboxylate C(C1=CC=CC=C1)OC(C(C(C)C)OC[C@@H]1[C@H](N(CC1)C(=O)OC(C)(C)C)COS(=O)(=O)C1=CC=C(C)C=C1)=O